OC(CN1N=CC(=C1)C=1C=CC2=C(N(C(CC(=C2)C=2OC(=CN2)C)=O)CC=2C=NC(=CC2)OC)C1)(C)C 8-(1-(2-Hydroxy-2-methylpropyl)-1H-pyrazol-4-yl)-1-((6-methoxypyridin-3-yl)methyl)-4-(5-methyloxazol-2-yl)-1,3-dihydro-2H-benzo[b]azepin-2-one